FC(C(=O)O)(F)F.N1CC(C1)NS(=O)(=O)CC1CC1 N-(Azetidin-3-yl)-1-cyclopropylmethanesulfonamide 2,2,2-trifluoroacetate